FC1=C(C=C2C=C(NC2=C1)C(=O)O)OC(F)(F)F 6-fluoro-5-(trifluoromethoxy)-1H-indole-2-carboxylic acid